butyl 7-((5-chloro-4-((2-(dimethylphosphoryl)-4-hydroxy phenyl) amino)pyrimidin-2-yl)amino)-6-methoxy-3,4-dihydroisoquinoline-2(1H)-carboxylate ClC=1C(=NC(=NC1)NC1=C(C=C2CCN(CC2=C1)C(=O)OCCCC)OC)NC1=C(C=C(C=C1)O)P(=O)(C)C